BrC1=CC=C(C=C1)CC1OCC(CO1)=O 2-[(4-bromophenyl)methyl]-1,3-dioxan-5-one